4-(cyclopropyl-(4-(5,6,7,8-tetrahydro-1,8-naphthyridin-2-yl)butyl)amino)-2-(pyrimidin-4-ylamino)butyric acid C1(CC1)N(CCC(C(=O)O)NC1=NC=NC=C1)CCCCC1=NC=2NCCCC2C=C1